COC(C1=C(C=C(C(=C1)NCC1(CC1)CF)[N+](=O)[O-])F)=O fluoro-5-(((1-(fluoromethyl)cyclopropyl)methyl)amino)-4-nitrobenzoic acid methyl ester